2-Phenyl-chinolin C1(=CC=CC=C1)C1=NC2=CC=CC=C2C=C1